5-((4-(3-((4-(2-(2,6-dioxopiperidin-3-yl)-1,3-dioxoisoindolin-5-yl)piperazine-1-yl)methyl)azetidin-1-yl)phenyl)amino)-3-(piperidin-1-yl)-1,2,4-triazine-6-carboxamide O=C1NC(CCC1N1C(C2=CC=C(C=C2C1=O)N1CCN(CC1)CC1CN(C1)C1=CC=C(C=C1)NC=1N=C(N=NC1C(=O)N)N1CCCCC1)=O)=O